3,4-dihydro-benzo[d][1,2]dioxine C1OOCC2=C1C=CC=C2